Dimethyl(2-chloroethyl)amine CN(CCCl)C